C1(CCCCC1)C1=C(C=C(CO/N=C(\C)/C2=CC(=C(CN3CC(C3)C(=O)O)C=C2)CC)C=C1)C(F)(F)F 1-{4-[(1E)-N-{[4-cyclohexyl-3-(trifluoromethyl)benzyl]oxy}ethaneimidoyl]-2-ethylbenzyl}-3-azetidinecarboxylic acid